C(#N)CC(=O)OC(C)(C)C T-butyl 2-cyanoacetate